COCC1OC2=CC=CC=C2CC1 (methoxymethyl)chroman